4,4,5,5-tetramethyl-2-(4-methyl-1,3-dihydro-2-benzofuran-5-yl)-1,3,2-dioxaborolane CC1(OB(OC1(C)C)C1=C(C2=C(COC2)C=C1)C)C